4-(1-carbamimidoyl-1,2,3,6-tetrahydropyridin-4-yl)-N-{4-[2-(N-methylcarbamimidamido)ethyl]phenyl}benzamide trifluoroacetate FC(C(=O)O)(F)F.C(N)(=N)N1CCC(=CC1)C1=CC=C(C(=O)NC2=CC=C(C=C2)CCN(C(=N)N)C)C=C1